C(C)(C)(C)OC(=O)NCCCN1N=CC(=C1)C1=CC=C(OCC(C(=O)OC(C)(C)C)(C)ON2C(C3=CC=CC=C3C2=O)=O)C=C1 tertbutyl 3-(4-(1-(3-((tert-butoxycarbonyl)amino)propyl)-1H-pyrazol-4-yl)phenoxy)-2-((1,3-dioxoisoindolin-2-yl)oxy)-2-methylpropanoate